C(C)(C)(C)OC(N[C@@H](CC1=CC=C(C=C1)C1=CC=CC=C1)O)=O N-[(1R)-2-[1,1'-biphenyl]-4-yl-1-(hydroxy)ethyl]carbamic acid tert-butyl ester